CC1=C(C(=CC=C1)C)C methyl-[1,6-BIS-[methyl]benzene]